C(CCCCCCCCCCC)OCC1OCC(C1O)O 2-((Dodecyloxy)methyl)tetrahydrofuran-3,4-diol